N(=[N+]=[N-])[C@](N)(CCCCN)C(=O)O alpha-azido-lysine